tert-butyl 5-(8-fluoro-7-(3-hydroxynaphthalen-1-yl)-2-(((S)-1-methylpyrrolidin-2-yl)methoxy)pyrido[4,3-d]pyrimidin-4-yl)-2,5-diazabicyclo[2.2.2]octane-2-carboxylate FC1=C(N=CC2=C1N=C(N=C2N2C1CN(C(C2)CC1)C(=O)OC(C)(C)C)OC[C@H]1N(CCC1)C)C1=CC(=CC2=CC=CC=C12)O